(R)-1-phenylethylalcohol C1(=CC=CC=C1)[C@@H](C)O